2-methylbutan-3-enoic acid 4-cinnamoylaminobutyl ester C(C=CC1=CC=CC=C1)(=O)NCCCCOC(C(C=C)C)=O